7-((3s,4r)-4-methoxytetrahydrofuran-3-yl)-2-(methylsulfanyl)-7H-pyrrolo[2,3-d]pyrimidine-6-carboxamide CO[C@@H]1[C@H](COC1)N1C(=CC2=C1N=C(N=C2)SC)C(=O)N